4-(benzyloxy)-3,5-dichlorobenzoic acid benzyl ester C(C1=CC=CC=C1)OC(C1=CC(=C(C(=C1)Cl)OCC1=CC=CC=C1)Cl)=O